CN1N=C(C=2N=C(N=CC21)NC=2C(=CC=1N(C2)N=CC1)C)C1CCOCC1 1-methyl-N-(5-methylpyrazolo[1,5-a]pyridin-6-yl)-3-(tetrahydro-2H-pyran-4-yl)-1H-pyrazolo[4,3-d]pyrimidin-5-amine